C12N(CCC(C3=C1C=CC=C3)C2)C(=O)[O-] 1,3,4,5-tetrahydro-2H-1,5-methanobenzo[c]azepine-2-carboxylate